L-4-carboxyl-cinnamic acid C(=O)(O)C1=CC=C(C=CC(=O)O)C=C1